CC1=C(C(=O)OCC)C(=C(C=N1)C)C Ethyl 2,4,5-trimethylnicotinate